2-methyl-4-oxobutanoic acid methyl ester COC(C(CC=O)C)=O